1,5-di-nitroanthraquinone [N+](=O)([O-])C1=CC=CC=2C(C3=C(C=CC=C3C(C12)=O)[N+](=O)[O-])=O